((S)-1'-(5-(3-chloro-2-aminopyridin-4-yl)-4-cyano-6-methylpyrimidin-2-yl)-1,3-dihydrospiro[indene-2,4'-piperidin]-1-yl)carbamic acid tert-butyl ester C(C)(C)(C)OC(N[C@@H]1C2=CC=CC=C2CC12CCN(CC2)C2=NC(=C(C(=N2)C#N)C2=C(C(=NC=C2)N)Cl)C)=O